2-(4-(benzo[d]thiazol-2-ylmethyl)piperazin-1-yl)-4-isobutyl-5-(methylamino)benzonitrile S1C(=NC2=C1C=CC=C2)CN2CCN(CC2)C2=C(C#N)C=C(C(=C2)CC(C)C)NC